3-fluoro-4-(7-methyl-8-oxo-6-(trifluoromethyl)-2-(3-((2-(trifluoromethyl)pyridin-4-yl)oxy)azetidin-1-yl)-7,8-dihydropyrimido[5,4-d]pyrimidin-4-yl)benzonitrile FC=1C=C(C#N)C=CC1C=1C2=C(N=C(N1)N1CC(C1)OC1=CC(=NC=C1)C(F)(F)F)C(N(C(=N2)C(F)(F)F)C)=O